C(CCCCCCCC\C=C/CCCCCC)C=1C=C(C=C(O)C1)O (Z)-5-(Heptadec-10-en-1-yl)resorcinol